1-morpholinylbut-2-en-1-one N1(CCOCC1)C(C=CC)=O